ClC1=NC(=CC(=C1)C([C@@H]1CC[C@H](CC1)C(=O)NCC1CCC1)(F)F)N1CCN(CC1)S(=O)(=O)C1=CC=C(C=C1)N1C(C[C@H](C1)C)=O trans-4-[[2-chloro-6-[4-[4-[(4R)-4-methyl-2-oxo-pyrrolidin-1-yl]phenyl]sulfonylpiperazin-1-yl]-4-pyridinyl]-difluoro-methyl]-N-(cyclobutylmethyl)cyclohexanecarboxamide